OC1=NC=2CN(CCC2C(=C1)O)C(=O)OCC1=CC=CC=C1 benzyl 2,4-dihydroxy-5,8-dihydro-1,7-naphthyridine-7(6H)-carboxylate